2-(bis(4-methoxybenzyl)amino)pyridine COC1=CC=C(CN(C2=NC=CC=C2)CC2=CC=C(C=C2)OC)C=C1